CN1CCN(CC1)C1=CC=C(C=C1)NC(=O)C=1C(NC=CC1NC1=NC(=CC=C1)C)=O N-(4-(4-Methylpiperazin-1-yl)phenyl)-4-((6-methylpyridin-2-yl)amino)-2-oxo-1,2-dihydropyridine-3-carboxamide